glutarimide 2,5-furandicarboxylate O1C(=CC=C1C(=O)O)C(=O)O.C1(CCCC(N1)=O)=O